3-Benzyl-6-(2-chlorobenzyl)-2,3,4,6-tetrahydropyrido[3,4-c][1,8]naphthyridine-5(1H)-one C(C1=CC=CC=C1)N1CC=2C(N(C=3N=CC=CC3C2CC1)CC1=C(C=CC=C1)Cl)=O